N1=NC(=CC2=C1C1=C(CCC2)N=CC=C1)N1N=C(N=C1N)NC=1C=CC2=C(CC[C@H](CC2)NC(=O)OC(C)(C)C)C1 1-(6,7-dihydro-5H-pyrido[2',3':6,7]cyclohepta[1,2-c]pyridazin-3-yl)-N3-((7S)-7-(t-butoxycarbonylamino)-6,7,8,9-tetrahydro-5H-benzo[7]annulene-2-yl)-1H-1,2,4-triazole-3,5-diamine